(S)-2,2'-Bis[di(3,5-di-t-butylphenyl)phosphino]-6,6'-dimethoxy-1,1'-biphenyl C(C)(C)(C)C=1C=C(C=C(C1)C(C)(C)C)P(C1=C(C(=CC=C1)OC)C1=C(C=CC=C1OC)P(C1=CC(=CC(=C1)C(C)(C)C)C(C)(C)C)C1=CC(=CC(=C1)C(C)(C)C)C(C)(C)C)C1=CC(=CC(=C1)C(C)(C)C)C(C)(C)C